C1=CC=CC=2C3=CC=CC=C3C(C12)COC(=O)NC(C(=O)O)CC ({[(9H-fluoren-9-yl)methoxy]carbonyl}amino)butanoic acid